COC1=NC(=NC2=CC(=CC=C12)C1=NNC=C1C#N)C1=CC=CC=C1 3-(4-methoxy-2-phenylquinazolin-7-yl)-1H-pyrazole-4-carbonitrile